2-carbamoylbenzothiophen C(N)(=O)C=1SC2=C(C1)C=CC=C2